methyl 2-hydroxy-2-methyl-3-nitropropanoate OC(C(=O)OC)(C[N+](=O)[O-])C